ClC=1C=C(OC2CCC(CC2)NC(=O)C2=NC=C(N=C2)N2CCC(CC2)C=O)C=CC1C#N N-[4-(3-chloro-4-cyano-phenoxy)cyclohexyl]-5-(4-formyl-1-piperidyl)pyrazine-2-carboxamide